2-methyl-9-oxo-11-{4-[(1-oxododecyl) oxy] butyl}-2,8-diaza-5,10-dioxapentadecan-15-yl dodecanoate C(CCCCCCCCCCC)(=O)OCCCCC(OC(NCCOCCN(C)C)=O)CCCCOC(CCCCCCCCCCC)=O